C(C)(C)(C)C1=CC=C(C=C1)C(CNCCC(C)(C)C)OC1=NC(=NC(=C1)C1=C(C=CC=C1C)C)NS(=O)(=O)C=1C=C(C(=O)O)C=CC1 3-[[4-[1-(4-tert-butylphenyl)-2-(3,3-dimethylbutylamino)ethoxy]-6-(2,6-dimethylphenyl)pyrimidin-2-yl]sulfamoyl]benzoic acid